N[C@@H](C(=O)N1CC2=CC=C(C=C2C1)CNS(=O)(=O)C1=NNN=C1)CC1=C(C=C(C=C1)Cl)Cl (R)-N-((2-(2-amino-3-(2,4-dichlorophenyl)propanoyl)isoindolin-5-yl)methyl)-2H-1,2,3-triazole-4-sulfonamide